C(CCCCCCCCCC(CCCCCCCCCCC(=O)OCC1=CC=CC=C1)(C(=O)OCC1=CC=CC=C1)C(=O)ON1C(CCC1=O)=O)C(=O)OCC1=CC=CC=C1 1,11,21-tribenzyl 11-(2,5-dioxopyrrolidin-1-yl) henicosane-1,11,11,21-tetracarboxylate